O=C1NC(CCC1N1C(C2=CC=CC(=C2C1)OCCCCCC(=O)O)=O)=O 6-((2-(2,6-dioxopiperidin-3-yl)-1-oxoisoindolin-4-yl)oxy)hexanoic acid